2-((6-chloro-2-methylpyrimidin-4-yl)amino)-N-(2-chloro-4-(fluoromethyl)thiophen-3-yl)thiazole-5-carboxamide ClC1=CC(=NC(=N1)C)NC=1SC(=CN1)C(=O)NC1=C(SC=C1CF)Cl